ClC=1C=C(C=CC1)CC(CC(=O)N[C@H](C(=O)N[C@H](C(C(=O)NCC)CC(=O)[O-])C[C@H]1C(NCC1)=O)CCCC)(C1=CC=CC=C1)O (3S)-3-((2S)-2-(4-(3-chlorophenyl)-3-hydroxy-3-phenylbutan amido)hexanamido)-1-(ethylamino)-1-oxo-4-((S)-2-oxopyrrolidin-3-yl)butan-2-yl-acetate